10-bromo-7,8-dichloro-1-ethyl-3,4,5,6-tetrahydroazepino[4,5-b]indol-2(1H)-one BrC=1C=2C3=C(NC2C(=C(C1)Cl)Cl)CCNC(C3CC)=O